C1=CC(=C(C(=C1CNNC(=O)C(CO)N)O)O)O.Cl The molecule is a hydrochloride that is the monohydrochloride salt of benserazide. An aromatic-L-amino-acid decarboxylase inhibitor (DOPA decarboxylase inhibitor) that does not enter the central nervous system, it is used as an adjunct to levodopa in the treatment of parkinsonism. By preventing the conversion of levodopa to dopamine in the periphery, it causes an increase in the amount of levodopa reaching the central nervous system and so reduces the required dose. Benserazide hydrochloride has no antiparkinson actions when given alone. It has a role as an antiparkinson drug, an EC 4.1.1.28 (aromatic-L-amino-acid decarboxylase) inhibitor and a dopaminergic agent. It contains a benserazide(1+).